(4-(6-fluorobenzo[d]thiazol-2-yl)pentyl)-4-methoxybenzenesulfonamide FC1=CC2=C(N=C(S2)C(CCCC2=C(C=CC(=C2)OC)S(=O)(=O)N)C)C=C1